ClC=1C=C(C=C(C1)[C@@H]1CN(CCO1)C(\C=C/Cl)=O)C1=CC(N(C=C1)C)=O (R,Z)-4-(3-chloro-5-(4-(3-chloroacryloyl)morpholin-2-yl)phenyl)-1-methylpyridin-2(1H)-one